COC1=NC=CC(=C1)O 2-methoxy-pyridin-4-ol